ClC1=NC(=NC2=CC=CC=C12)C=1NC=CC1 4-chloro-2-(1H-pyrrol-2-yl)quinazoline